2-Methyl-5-((1-methylazetidin-2-yl)methoxy)-N-(1-(7-(3,3,3-trifluoroprop-1-yn-1-yl)quinolin-5-yl)cyclopropyl)benzamide CC1=C(C(=O)NC2(CC2)C2=C3C=CC=NC3=CC(=C2)C#CC(F)(F)F)C=C(C=C1)OCC1N(CC1)C